N1,N4-bis([1,1'-biphenyl]-4-yl)-N1,N4-bis(3-(9-phenyl-9H-carbazol-3-yl)phenyl)benzene-1,4-diamine C1(=CC=C(C=C1)N(C1=CC=C(C=C1)N(C1=CC(=CC=C1)C=1C=CC=2N(C3=CC=CC=C3C2C1)C1=CC=CC=C1)C1=CC=C(C=C1)C1=CC=CC=C1)C1=CC(=CC=C1)C=1C=CC=2N(C3=CC=CC=C3C2C1)C1=CC=CC=C1)C1=CC=CC=C1